C(C)(C)(C)OC(=O)N1CCNCC1.C(CCCCCCC\C=C/CCCCCCCC)(=O)[O-].[N+](=O)([O-])C1=CC=[NH+]C=C1 4-nitropyridine-1-Ium oleate tert-butyl-piperazine-1-carboxylate